1-isobutyl-6,7,8,9-tetrahydro-1H-cyclopenta[a]naphthalene C(C(C)C)C1C=CC=2C1=C1CCCCC1=CC2